4-(difluoromethoxy)-3-isopropoxybenzoic acid FC(OC1=C(C=C(C(=O)O)C=C1)OC(C)C)F